1-((R)-1-(3,4-difluorophenyl)ethyl)-4-oxo-6-((1R,2R)-2-(pyrimidin-2-yl)cyclobutyl)-4,5-dihydro-1H-pyrazolo[3,4-d]pyrimidine-3-carbonitrile FC=1C=C(C=CC1F)[C@@H](C)N1N=C(C2=C1N=C(NC2=O)[C@H]2[C@@H](CC2)C2=NC=CC=N2)C#N